CN(C=1C2=C(N=C(N1)C1=NC=CC=C1)CCC2)CCOC2=CC=CC=C2 N-methyl-N-(2-phenoxyethyl)-2-(pyridin-2-yl)-5H,6H,7H-cyclopenta[d]pyrimidin-4-amine